N-{5-[2-cyano-1-(2-hydroxy-ethyl)-6-oxo-6,7-dihydro-1H-purin-8-yl]-pyridin-2-yl}-3-methoxy-benzenesulfonamide C(#N)C=1N(C(C=2NC(=NC2N1)C=1C=CC(=NC1)NS(=O)(=O)C1=CC(=CC=C1)OC)=O)CCO